C(C)(C)(C)N(C(O)=O)C1=CC=C(C=C1)C1=NOC(=C1)C1=CC=C(C=C1)C(F)(F)F.FC1=C(C=CC=C1)S(=O)(=O)N1CCN(CC1)C(=O)[C-]1C=CC=C1.[CH-]1C=CC=C1.[Fe+2] (4-((2-fluorophenyl)sulfonyl)piperazin-1-yl)(ferrocenyl)methanone tert-butyl-(4-(5-(4-(trifluoromethyl)phenyl)isoxazol-3-yl)phenyl)carbamate